C(CCCCCCCCCCC)N(CCCCCCCN)CCCCCCCCCCCC N1,N1-Didodecylheptane-1,7-diamine